(R)-3-chloro-N-(1-(3,4-dichlorophenyl)-2-(dimethylamino)ethyl)-4-(trifluoromethoxy)benzenesulfonamide ClC=1C=C(C=CC1OC(F)(F)F)S(=O)(=O)N[C@@H](CN(C)C)C1=CC(=C(C=C1)Cl)Cl